4-iodo-1-(oxolan-3-ylmethyl)pyrazole IC=1C=NN(C1)CC1COCC1